ClC=1C(=NN(C1)C)C1=NC(=NC=C1C#N)N[C@@H]1CC[C@H](CC1)N(C(OCC)=O)C1=NC=C(C=C1)C=1C=NC(=NC1)OC ethyl (trans-4-((4-(4-chloro-1-methyl-1H-pyrazol-3-yl)-5-cyanopyrimidin-2-yl)amino)cyclohexyl)(5-(2-methoxypyrimidin-5-yl)pyridin-2-yl)carbamate